2-benzyl-2-azaspiro[3.3]heptan-6-yl (2R,6S)-2,6-dimethyl-4-[5-(methylcarbamoyl)pyrimidin-2-yl]piperazine-1-carboxylate C[C@H]1N([C@H](CN(C1)C1=NC=C(C=N1)C(NC)=O)C)C(=O)OC1CC2(CN(C2)CC2=CC=CC=C2)C1